6-fluoro-5-(4-(trifluoromethyl)phenyl)-1,2,3,4-tetrahydroisoquinoline hydrochloride Cl.FC=1C(=C2CCNCC2=CC1)C1=CC=C(C=C1)C(F)(F)F